N1=CC(=C2N1C=CC=N2)C(=O)NCC=2OC1=C(C2)C=C(C=C1C(=O)O)C(F)(F)F 2-((Pyrazolo[1,5-a]pyrimidine-3-carboxamido)methyl)-5-(trifluoromethyl)benzofuran-7-carboxylic acid